N=1C=NN2C1C=C(C=C2)OC2=C(C=C(C=C2)NC=2C1=C(N=CN2)C=CC(=N1)N1CCN(CCC1)C(=O)OC(C)(C)C)C tert-butyl 4-(4-((4-([1,2,4]triazolo[1,5-a]pyridin-7-yloxy)-3-methylphenyl)amino)pyrido[3,2-d]pyrimidin-6-yl)-1,4-diazepane-1-carboxylate